C1=NC=CC=2C(=CC=CC12)C(=O)N1CC2=CC=C(C=C2CC1)C(=O)NCCC1=NNC(=C1)C1=CC=CC=C1 2-(isoquinoline-5-carbonyl)-N-[2-(5-phenyl-1H-pyrazol-3-yl)ethyl]-1,2,3,4-tetrahydroisoquinoline-6-carboxamide